N1(C=NC=C1)C=1N=C(C2=C(N1)C=NN2)C(=O)NC2CCC(CC2)(NCC(F)(F)F)C 5-(1H-imidazol-1-yl)-N-((1s,4s)-4-methyl-4-((2,2,2-trifluoroethyl)amino)cyclohexyl)-1H-pyrazolo[4,3-d]pyrimidine-7-carboxamide